C12(CC3CC(CC(C1)C3)C2)C(=O)OC methyl adamantane-1-carboxylate